ClC1=NC=C(C(=C1)C=1C=C(C=2N(C1)C=CN2)F)OC 6-(2-chloro-5-methoxypyridin-4-yl)-8-fluoroimidazo[1,2-a]pyridine